C(C)C1(OCC=2C(=NC=CC21)C(=O)O)C 1-ethyl-1-methyl-3H-furo[3,4-c]pyridine-4-carboxylic acid